C(C)(=O)OC(CS(=O)(=O)[O-])C[N+](C)(C)CCCCCCCCCCCCCC 2-acetoxy-3-(N,N-dimethyltetradecylammonio)propanesulfonate